tert-butyl 4-({6-[2-acetamido-4-(methoxycarbonyl)phenyl]-2,2-difluoro-7-azaspiro[3.5]nonan-7-yl}methyl)-5-methoxy-7-methylindole-1-carboxylate C(C)(=O)NC1=C(C=CC(=C1)C(=O)OC)C1CC2(CC(C2)(F)F)CCN1CC1=C2C=CN(C2=C(C=C1OC)C)C(=O)OC(C)(C)C